2-ethyl-Potassium acrylate C(C=C)(=O)O.CC[K]